(1-[5-cyano-6-methyl-2-(pyrrolidin-1-yl)quinolin-8-yl]ethylamino)benzoic acid C(#N)C1=C2C=CC(=NC2=C(C=C1C)C(C)NC1=C(C(=O)O)C=CC=C1)N1CCCC1